6-chloro-3-[(4-methoxyphenyl)methoxy]-4-[1-(4-nitropyrazol-1-yl)ethyl]pyridazine ClC1=CC(=C(N=N1)OCC1=CC=C(C=C1)OC)C(C)N1N=CC(=C1)[N+](=O)[O-]